C(C)(C)(C)C1=CC=C(C=C1)C#CC1=C(C=CC=C1)NS(=O)(=O)C1=CC=C(C=C1)C N-[2-[(4-tert-butylphenyl)ethynyl]phenyl]-4-methylbenzenesulfonamide